FC=1C(=NC(=NC1)NC=1C=NN(C1)C)NC=1C=C(C=CC1)NC(C=C)=O N-(3-((5-fluoro-2-((1-methyl-1H-pyrazol-4-yl)amino)pyrimidin-4-yl)amino)phenyl)acrylamide